CCCCCCCCCCCCCC/C=C\OC[C@H](COP(=O)(O)OC[C@@H](C(=O)O)N)OC(=O)CCCCCCCCC/C=C\C/C=C\CCCCC 1-(1Z-hexadecenyl)-2-(11Z,14Z-eicosadienoyl)-glycero-3-phosphoserine